N'-[1-(2-thiazolyl)ethyl]urea S1C(=NC=C1)C(C)NC(N)=O